C(C)N1C=C(C(C2=CC(=C(C=C12)N1CCN(CC1)CN1C(OC(=N1)C1=NC=CN=C1)S)F)=O)C(=O)O 1-ethyl-6-fluoro-7-(4-((5-(pyrazin-2-yl)-2-sulfanyl-1,3,4-oxadiazol-3(2H)-yl)methyl)piperazin-1-yl)-4-oxo-1,4-dihydroquinoline-3-carboxylic acid